3,5-dichlorobenzyl mesylate S(C)(=O)(=O)OCC1=CC(=CC(=C1)Cl)Cl